(±)-1-(2,6-Dimethyl-morpholin-4-yl)-2-(7-methyl-1H-indazol-5-ylmethyl)-4-[4-(2-oxo-1,4-dihydro-2H-quinazolin-3-yl)-piperidin-1-yl]-butane-1,4-dione CC1CN(CC(O1)C)C(C(CC(=O)N1CCC(CC1)N1C(NC2=CC=CC=C2C1)=O)CC=1C=C2C=NNC2=C(C1)C)=O